N,N-dimethyltetradecylamine CN(C)CCCCCCCCCCCCCC